C1(CC=CCC1)CN1CCC(CC1)N N-(3-cyclohexen-1-ylmethyl)-4-aminopiperidine